ClC1=NNC(C(=C1)[C@H](C)N1N=C(C(=C1)NC([C@H](C1CCC(CC1)C)NC(=O)C=1N(N=CC1)C)=O)F)=O N-[(1S)-2-[[1-[(1S)-1-(3-chloro-6-oxo-1H-pyridazin-5-yl)ethyl]-3-fluoro-pyrazol-4-yl]amino]-1-((1r,4S)-4-methylcyclohexyl)-2-oxo-ethyl]-2-methyl-pyrazole-3-carboxamide